N-[(2S)-1-(3,3-difluoroazetidin-1-yl)propan-2-yl]-3-{2-[(3,5-dimethylphenyl)amino]pyrimidin-4-yl}-1-methyl-1H-pyrazole-5-carboxamide FC1(CN(C1)C[C@H](C)NC(=O)C1=CC(=NN1C)C1=NC(=NC=C1)NC1=CC(=CC(=C1)C)C)F